COC1=C(C=CC(=C1)N1CCOCC1)C(=O)NC(C)(C)C=1OC(=NN1)C=1SC=CC1 2-methoxy-4-morpholinyl-N-(2-(5-(thiophen-2-yl)-1,3,4-oxadiazol-2-yl)propan-2-yl)benzeneFormamide